FC1=C(C(=CC(=C1)OC1CN(C1)CCCF)F)[C@H]1N([C@@H](CC2=C1NC1=CC=CC=C21)C)S(=O)(=O)C (1R,3R)-1-[2,6-difluoro-4-[1-(3-fluoropropyl)azetidin-3-yl]oxy-phenyl]-3-methyl-2-methylsulfonyl-1,3,4,9-tetrahydropyrido[3,4-b]indole